1-(4-(3-(aminomethyl)pyridin-2-yl)-1H-pyrazol-1-yl)-2-methylpropan-2-ol NCC=1C(=NC=CC1)C=1C=NN(C1)CC(C)(O)C